FC=1C=C2C(C(=CN3C2=C(C1F)OCC3)CN([C@@H]3CN(CCC3)C3=NC=CN=C3)CC3=C(C=NC=C3)OC)=O (S)-9,10-difluoro-6-((((3-methoxypyridin-4-yl)methyl)(1-(pyrazin-2-yl)piperidin-3-yl)amino)methyl)-2,3-dihydro-7H-[1,4]oxazino[2,3,4-ij]quinolin-7-one